N-(5-methylnonyl)-bicyclo[2.2.1]Hept-5-ene-2,3-dicarboximide CC(CCCCN1C(=O)C2C3C=CC(C2C1=O)C3)CCCC